ClC1=C(N=NC=C1C)C 4-chloro-3,5-dimethylpyridazine